C1(=CC=CC=C1)N=C(\C=C/C(=O)O)O N-phenylmaleic acid imine